(S)-5-amino-N-(5,7-difluoroisochroman-4-yl)-N-ethyl-6,8-dihydro-1H-furo[3,4-d]pyrrolo[3,2-b]pyridine-2-carboxamide NC1=C2C(=C3C(=N1)C=C(N3)C(=O)N(CC)[C@@H]3COCC1=CC(=CC(=C31)F)F)COC2